9,10-di-(1,2-epoxypropoxy)-2-chloroanthracene C1(C(C)O1)OC=1C2=CC=CC=C2C(=C2C=CC(=CC12)Cl)OC1C(C)O1